NC1=CC=C2C(=CC(=CC2=C1)S(=O)(=O)O)OCCCS(=O)(=O)O 7-amino-4-(3-sulfopropoxy)naphthalene-2-sulfonic acid